(S)-quinuclidin-3-yl (5-(2,5-dichlorophenyl)-2,2-dimethyl-2,3-dihydro-1H-inden-1-yl)carbamat ClC1=C(C=C(C=C1)Cl)C=1C=C2CC(C(C2=CC1)NC(O[C@@H]1CN2CCC1CC2)=O)(C)C